CN1N=C(C=C(C1=O)C(F)(F)F)N[C@@H]1C[C@@H](CCC1)NC(OC(C)(C)C)=O Tert-butyl ((1R,3S)-3-((1-methyl-6-oxo-5-(trifluoromethyl)-1,6-dihydropyridazin-3-yl)amino)cyclohexyl)carbamate